(rac)-1-methyl-4-[4-methyl-4-(5-methyl-1,3-benzoxazol-2-yl)piperidin-1-yl]-2-oxo-7-[(oxolan-3-yl)oxy]-1,2-dihydroquinoline-3,6-dicarbonitrile CN1C(C(=C(C2=CC(=C(C=C12)O[C@H]1COCC1)C#N)N1CCC(CC1)(C=1OC2=C(N1)C=C(C=C2)C)C)C#N)=O |r|